CN1N=C2C(=CC(=CC2=C1)C=1N=C2N(CC1)C=C(C=C2)N2CCN(CC2)C)C 2-(2,7-dimethyl-2H-indazol-5-yl)-7-(4-methylpiperazin-1-yl)-4H-pyrido[1,2-a]pyrimidin